5-methyl-2-oxo-2,3-dihydro-1H-imidazole-4-carboxamide CC1=C(NC(N1)=O)C(=O)N